methyl 3-(9-((4-(aminomethyl)-2,6-difluorophenyl)carbamoyl)-4,5-dihydrobenzo[b]thieno[2,3-d]oxepin-8-yl)-6-(propylcarbamoyl)picolinate NCC1=CC(=C(C(=C1)F)NC(=O)C1=CC2=C(OCCC3=C2SC=C3)C=C1C=1C(=NC(=CC1)C(NCCC)=O)C(=O)OC)F